CC1=CC=C2CCN(CC2=C1)[C@H]1[C@@H](CNCC1)O (Trans)-4-(7-methyl-3,4-dihydroisoquinolin-2(1H)-yl)piperidin-3-ol